1,3-dimethylindol-5-amine CN1C=C(C2=CC(=CC=C12)N)C